C(C1=CC=CC=C1)OC(=O)N1C(C(CCC1)C#N)CCl (chloromethyl)-3-cyanopiperidine-1-carboxylic acid benzyl ester